CS(=O)(=O)C=1C=C(C=NC1)C1=NC(=NC=C1C(F)(F)F)N[C@@H]1CC[C@H](CC1)N(C(OCC)=O)C1=NC=C(C=C1)C=1C=NC(=NC1)OC ethyl (trans-4-((4-(5-(methanesulfonyl)pyridin-3-yl)-5-(trifluoromethyl)pyrimidin-2-yl)amino)cyclohexyl)(5-(2-methoxypyrimidin-5-yl)pyridin-2-yl)carbamate